tert-butyl N-(tert-butoxycarbonyl)-N-[6-(dimethylphosphoryl)-4-methoxypyridin-3-yl]carbamate C(C)(C)(C)OC(=O)N(C(OC(C)(C)C)=O)C=1C=NC(=CC1OC)P(=O)(C)C